6-(3-chloro-4-(methoxymethyl)phenyl)pyrimidine-4-carboxylic acid ClC=1C=C(C=CC1COC)C1=CC(=NC=N1)C(=O)O